N,N,N'-triethyl-ethylenediamine C(C)N(CCNCC)CC